benzyl (CIS)-3-(methyl sulfonamido)-2-((((CIS)-4-phenyl cyclohexyl)oxy)methyl)pyrrolidine-1-carboxylate CS(=O)(=O)N[C@@H]1[C@@H](N(CC1)C(=O)OCC1=CC=CC=C1)CO[C@@H]1CC[C@@H](CC1)C1=CC=CC=C1